((3S)-4-fluoro-1'-(3-iodo-1-(tetrahydro-2H-pyran-2-yl)-1H-pyrazolo[3,4-b]pyrazin-6-yl)-1,3-dihydrospiro[inden-2,4'-piperidin]-3-yl)carbamic acid tert-butyl ester C(C)(C)(C)OC(N[C@@H]1C2=C(C=CC=C2CC12CCN(CC2)C2=CN=C1C(=N2)N(N=C1I)C1OCCCC1)F)=O